5-bromo-N-[(2S)-1-({(1S)-1-cyano-2-[(3S)-2-oxopyrrolidin-3-yl]ethyl}amino)-4-methyl-1-oxopentan-2-yl]-1H-indole-2-carboxamide BrC=1C=C2C=C(NC2=CC1)C(=O)N[C@H](C(=O)N[C@@H](C[C@H]1C(NCC1)=O)C#N)CC(C)C